FC(C=1C=C2CCC(C2=CC1)N1N=CC(=C1)NC(=O)C1=NOC=C1)(F)F N-(1-(5-(trifluoromethyl)-2,3-dihydro-1H-inden-1-yl)-1H-pyrazol-4-yl)isoxazole-3-carboxamide